5-fluoropyrimidine-2-carboxamide FC=1C=NC(=NC1)C(=O)N